6-(4-(3-chloro-4-fluorophenyl)-1-methyl-1H-imidazol-5-yl)imidazo[1,2-b]pyridazine-3-carbonitrile ClC=1C=C(C=CC1F)C=1N=CN(C1C=1C=CC=2N(N1)C(=CN2)C#N)C